C(C)OC(C1=CC(=C(C=C1)C)[C@H]1CNC[C@@H]1CO)=O 3-((3S,4R)-4-(hydroxymethyl)pyrrolidin-3-yl)-4-methylbenzoic acid ethyl ester